5-(4-bromo-2,6-dichloro-phenoxy)-4-fluoro-2-methoxy-benzoic acid BrC1=CC(=C(OC=2C(=CC(=C(C(=O)O)C2)OC)F)C(=C1)Cl)Cl